(3,5-difluorophenylethynyl)trimethylsilane FC=1C=C(C=C(C1)F)C#C[Si](C)(C)C